ethyl ribonate O=C([C@H](O)[C@H](O)[C@H](O)CO)OCC